C(C)N(CCNC(=O)OC(CCCC(=O)O)CCCCCCCC)C 5-(((2-(ethyl-(methyl)amino)ethyl)carbamoyl)oxy)tridecanoic acid